BrC1=CC=C(C=C1)NC(=S)N 1-(4'-bromophenyl)thiourea